NC1=C(C=C2C(=N1)C(C=1C(=CC=CC1O2)Cl)=O)N2CCNCC2 2-amino-9-chloro-3-(piperazin-1-yl)-10H-chromeno[3,2-b]pyridin-10-one